(4-(difluoromethyl)-2-((trifluoromethoxy)methyl)oxazol-5-yl)methanone FC(C=1N=C(OC1C=O)COC(F)(F)F)F